C(CCCCCCCCCCC)PCCPCCCCCCCCCCCC 1,2-di(dodecylphosphino)ethane